N,N-bis(stearoyloxyethyl)-N,N-dimethyl-ammonium chloride [Cl-].C(CCCCCCCCCCCCCCCCC)(=O)OCC[N+](C)(C)CCOC(CCCCCCCCCCCCCCCCC)=O